FC1=C(C=C(C=C1)NC(=O)C1=CC2=C(OCCO2)C=C1)NC(=O)C1=CC2=C(S1)C=C(C=C2)O N-(4-fluoro-3-(6-hydroxybenzo[b]thiophene-2-carboxamido)phenyl)-2,3-dihydrobenzo[b][1,4]dioxine-6-carboxamide